NC(C(=C)[N+](=O)[O-])NC1=NNC(=C1[N+](=O)[O-])N (E)-3-amino-3-((5-amino-4-nitro-1H-pyrazol-3-yl)amino)-2-nitropropene